(R)-2-(4-(7-methylpyrazolo[1,5-a]pyridin-2-yl)-6,7-dihydro-1H-imidazo[4,5-c]pyridin-5(4H)-yl)-5-(trifluoromethyl)-1,3,4-oxadiazole CC1=CC=CC=2N1N=C(C2)[C@@H]2N(CCC1=C2N=CN1)C=1OC(=NN1)C(F)(F)F